[2,2':5',2''-terthiophene]-5-carbonitrile S1C(=CC=C1C#N)C=1SC(=CC1)C=1SC=CC1